C(C)N([Si](O[SiH3])(C)C)CC 1-diethylamino-1,1-dimethyl-disiloxane